ClC1=C(C=CC=C1)C1=C(C=C(C(=C1)OC)Cl)S(=O)(=O)N1CCC(CC1)(C(=O)N[C@H](C)\C=C/S(=O)(=O)C)F (R,Z)-1-((2',4-dichloro-5-methoxy-[1,1'-biphenyl]-2-yl)sulfonyl)-4-fluoro-N-(4-(methylsulfonyl)but-3-en-2-yl)piperidine-4-carboxamide